C1(=CC=CC2=NC=C3C=CC=CC3=C12)C1=NC2=C3N=CC=CC3=CC=C2C=C1 phenanthridinylPhenanthroline